(2S)-4-(benzylcarbamoyl)-2-({[(9H-fluoren-9-yl)methoxy]carbonyl}amino)butanoic acid C(C1=CC=CC=C1)NC(=O)CC[C@@H](C(=O)O)NC(=O)OCC1C2=CC=CC=C2C=2C=CC=CC12